OCCN1N=CC(=C1)NC=1N=CC2=C(N1)N(C(C(=C2)C2CCN(C1=CC=CC=C21)C(=O)OC(C)(C)C)=O)C tert-butyl 4-[2-[[1-(2-hydroxyethyl)pyrazol-4-yl]amino]-8-methyl-7-oxo-pyrido[2,3-d]pyrimidin-6-yl]-3,4-dihydro-2H-quinoline-1-carboxylate